3-(3,4-difluorophenyl)-5-(3-(methylsulfonyl)-5-(piperidin-4-yloxy)-phenoxy)pyridine FC=1C=C(C=CC1F)C=1C=NC=C(C1)OC1=CC(=CC(=C1)OC1CCNCC1)S(=O)(=O)C